ClC=1C(=NC(=NC1)NC1=CC(=C(C=O)C=C1OC)C)NC1=C(C=CC=C1)S(=O)(=O)C(C)C 4-[[5-chloro-4-(2-isopropylsulfonylanilino)pyrimidin-2-yl]amino]-5-methoxy-2-methyl-benzaldehyde